1-methyl-4-(2-methylepoxyethyl)-7-oxabicyclo[4.1.0]heptane CC12CCC(CC2O1)C1C(O1)C